[O-]CCC.[O-]CCC.[O-]CCC.[O-]CCC.[Sn+4] tin tetra-n-propoxide